ClC1=C(CNC(=O)C2C=3C=CC=NC3C(CC2)=C)C=CC(=C1)F N-(2-chloro-4-fluorobenzyl)-8-methylene-5,6,7,8-tetrahydroquinoline-5-carboxamide